ethyl 4-phenoxypicolinate O(C1=CC=CC=C1)C1=CC(=NC=C1)C(=O)OCC